6-cyclopropyl-1-(4-(difluoromethoxy)phenyl)-3-(2-methyl-1,2,3,4-tetrahydrobenzo[4,5]imidazo[1,2-a]pyrazin-7-yl)thieno[2,3-b]pyrazin-2(1H)-one C1(CC1)C1=CC2=C(N=C(C(N2C2=CC=C(C=C2)OC(F)F)=O)C2=CC3=C(N=C4N3CCN(C4)C)C=C2)S1